NC1=NC=CC2=C(C=CC=C12)C1=CC2=C(N(N=C2C=C1)C1CCC1)COC1=C(C=CC(=C1)F)CC(=O)O 2-(2-((5-(1-aminoisoquinolin-5-yl)-2-cyclobutyl-2H-indazol-3-yl)methoxy)-4-fluorophenyl)acetic acid